C(CCC)[C@H]1N(S(C2=C(N(C1)CC1COC1)C=C(C(=C2)O\C=C(\C(=O)O)/F)SC)(=O)=O)C (R,Z)-3-((3-butyl-2-methyl-7-(methylthio)-5-(oxetan-3-ylmethyl)-1,1-dioxido-2,3,4,5-tetrahydrobenzo[f][1,2,5]thiadiazepin-8-yl)oxy)-2-fluoroacrylic acid